farnesyl-cysteine C(C=C(C)CCC=C(C)CCC=C(C)C)N[C@@H](CS)C(=O)O